N=1NN=NC1CC[C@@]1(CN(CC1)C1=C(CN2C3=NC=NC(=C3N=C2)N)C(=CC(=C1)Cl)CC)N (R)-9-(2-(3-(2-(2H-tetrazol-5-yl)ethyl)-3-aminopyrrolidin-1-yl)-4-chloro-6-ethylbenzyl)-9H-purin-6-amine